(S)-N-((S)-4,4-difluoro-1-((1-hydroxycyclopropyl)methyl)pyrrolidin-3-yl)-4-(3-(5-fluoro-2-methoxypyridin-4-yl)-1H-pyrazole-5-carbonyl)-4-azaspiro[2.5]octane-7-carboxamide FC1([C@H](CN(C1)CC1(CC1)O)NC(=O)[C@H]1CCN(C2(CC2)C1)C(=O)C1=CC(=NN1)C1=CC(=NC=C1F)OC)F